CC(C)(C)OC(=O)C1C2C=CC(C1)C2 bicyclo[2.2.1]hept-2-ene-5-carboxylic acid 1,1-dimethylethyl ester